OC1=CC(=CC(=C1)S)S 1-hydroxy-3,5-dimercaptobenzene